O1NOC(C1)=O oxazoxolon